N1(CCCCCC1)C[SiH](OC)OC (1-hexamethyleneimino)methyldimethoxysilane